C1(CC1)NC(C1=C(C(=CC=C1)F)SC1=CC=C2C(=NN(C2=C1)C1OCCCC1)\C=C\C1=NC=CC(=C1)CCCN1CCCC1)=O N-cyclopropyl-3-fluoro-2-[3-[(trans)-2-[4-(3-pyrrolidin-1-ylpropyl)-2-pyridinyl]vinyl]-1-tetrahydropyran-2-yl-indazol-6-yl]sulfanyl-benzamide